N-(2-hydroxyphenyl)-4-methyl-thieno[3,2-b]pyrrole-5-carboxamide OC1=C(C=CC=C1)NC(=O)C1=CC2=C(N1C)C=CS2